C1(CCCC1)N1C2=C(N(C(C(C1)(F)F)=O)C)C=NC(=N2)NC2=C(C=C(C(=O)NC1CCN(CC1)C(=O)OCCCC)C=C2)OC butyl 4-(4-((9-cyclopentyl-7,7-difluoro-5-methyl-6-oxo-6,7,8,9-tetrahydro-5H-pyrimido[4,5-b][1,4]diazepin-2-yl)amino)-3-methoxybenzamido)piperidine-1-carboxylate